C1=NNC=2C1=C1C3C4CCC(C3C(NC1=CC2)C=2C=CC=NC2)C4 5-(6,7,7a,8,9,10,11,11a-Octahydro-3H-8,11-methanopyrazolo[4,3-a]phenanthridin-7-yl)pyridin